ClC1=C(C=C(C=2C3=C(NC12)CCNC(C3C)=O)NCC(CO)(F)F)Cl 7,8-Dichloro-10-((2,2-difluoro-3-hydroxypropyl)amino)-1-methyl-3,4,5,6-tetrahydroazepino[4,5-b]indol-2(1H)-one